C1=C(C=CC2=CC=CC=C12)C1CC=CC=C1 5-(naphthalen-2-yl)-5H-benzol